CC(C=C)(C)C=1C(OC2=CC3=C(C=C2C1)CC(O3)C(C)(C)O)=O 6-(1,1-dimethylallyl)-2-(1-hydroxy-1-methylethyl)-2,3-dihydro-7h-furo[3,2-g]chromen-7-one